C1=C(C=CC2=CC=CC=C12)[Se]CC(=O)C1=CC=CC=C1 2-(naphthalen-2-ylseleno)-1-phenylethan-1-one